Tert-butyl 5-chloro-3-(2-methoxy-2-oxoethyl)-3-methylindoline-1-carboxylate ClC=1C=C2C(CN(C2=CC1)C(=O)OC(C)(C)C)(C)CC(=O)OC